ethyl 1-[(6-{3-azabicyclo[3.1.0]hexan-3-yl}-2-(prop-1-en-2-yl)pyridin-3-yl)methyl]-1H-pyrazole-4-carboxylate C12CN(CC2C1)C1=CC=C(C(=N1)C(=C)C)CN1N=CC(=C1)C(=O)OCC